(S)-2-(2,6-Dichlorobenzoylamino)-3-(4-(7'-methoxy-2'-oxospiro[cyclopropane-1,3'-indolin]-1'-yl)phenyl)propionic acid ClC1=C(C(=O)N[C@H](C(=O)O)CC2=CC=C(C=C2)N2C(C3(C4=CC=CC(=C24)OC)CC3)=O)C(=CC=C1)Cl